4-((5-(Imidazo[1,2-a]pyrimidin-6-yl)-4-methoxypyrrolo[2,1-f][1,2,4]triazin-2-yl)amino)bicyclo[2.2.1]heptan-1-ol N=1C=CN2C1N=CC(=C2)C=2C=CN1N=C(N=C(C12)OC)NC12CCC(CC1)(C2)O